trans-3-{5-[(1R,2R)-2-(1-benzofuran-4-yl)cyclopropaneamido]-2H-pyrazol-3-yl}cyclopentyl N-isopropylcarbamate C(C)(C)NC(O[C@@H]1C[C@H](CC1)C=1NN=C(C1)NC(=O)[C@H]1[C@@H](C1)C1=CC=CC2=C1C=CO2)=O